ClC=1C=C(CNCCCCOC2CN(C2)C2=NC3=C(C4=CN=CC=C24)C=CC(=C3)C(=O)OC)C=CC1OC(F)(F)F Methyl 5-(3-(4-((3-chloro-4-(trifluoromethoxy)benzyl)amino)butoxy)azetidin-1-yl)benzo[c][2,6]naphthyridine-8-carboxylate